5-[3-[1-[2-(6-azaspiro[2.5]octan-6-yl)-3,6-dimethyl-4-oxo-chromen-8-yl]ethylamino]-6-chloro-2-pyridyl]-2-hydroxy-benzaldehyde C1CC12CCN(CC2)C=2OC1=C(C=C(C=C1C(C2C)=O)C)C(C)NC=2C(=NC(=CC2)Cl)C=2C=CC(=C(C=O)C2)O